1-(tert-butylperoxy)-2-cyanobenzene C(C)(C)(C)OOC1=C(C=CC=C1)C#N